C1(CCCC1)[C@@H](C(=O)O)N(C)C(=O)OCC1C2=CC=CC=C2C=2C=CC=CC12 (2S)-2-cyclopentyl-2-[9H-fluoren-9-yl-methoxycarbonyl-(methyl)amino]acetic acid